C(C)N1C[C@@H](CCC1)OC=1C=C2CN(C(C2=CC1)=O)C1C(NC(CC1)=O)=O 3-(5-(((R)-1-ethylpiperidin-3-yl)oxy)-1-oxoisoindolin-2-yl)piperidine-2,6-dione